FC1=C(C(=CC(=C1)C#CC1=CC=CC=C1)F)NS(=O)(=O)C=1C=NC=CC1C N-[2,6-difluoro-4-(2-phenylethynyl)phenyl]-4-methyl-pyridine-3-sulfonamide